4-(1-(2-oxo-2-(4-(5-(trifluoromethyl)pyrimidin-2-yl)piperazin-1-yl)ethyl)pyrrolidin-2-yl)phthalazin-1(2H)-one O=C(CN1C(CCC1)C1=NNC(C2=CC=CC=C12)=O)N1CCN(CC1)C1=NC=C(C=N1)C(F)(F)F